OC=1C=C(C=C2C=CC=NC12)CCC=1C=CCN(C1)C 5-(2-(8-hydroxyquinolin-6-yl)ethyl)-1-methyl-1H-pyridine